C(C)(C)(C)OC(=O)N1CC(C1)C1=NOC=C1 3-(isoxazol-3-yl)azetidine-1-carboxylic acid tert-butyl ester